potassium aluminum silicate salt [Si]([O-])([O-])([O-])[O-].[Al+3].[K+]